7-hydroxy-3-pivaloyl-indolizine-1-carboxamide OC=1C=CN2C(=CC(=C2C1)C(=O)N)C(C(C)(C)C)=O